ClC1=CC=C2C(=N1)N=C(O2)N2CCN(CC2)C(=O)C=2C=NC(=C(C2)C)OCC2OCCCC2 [4-(5-chlorooxazolo[4,5-b]pyridin-2-yl)piperazin-1-yl](5-methyl-6-((tetrahydro-2H-pyran-2-yl)methoxy)pyridin-3-yl)methanone